6-chloro-1-(3,5-dimethoxyphenyl)-3,5-dimethyl-2,4(1H,3H)-pyrimidinedione ClC1=C(C(N(C(N1C1=CC(=CC(=C1)OC)OC)=O)C)=O)C